FC1=C(C(=C(C(=C1C1=C(C(=CC=C1)C1=C(C(=C(C(=C1F)F)F)F)F)O)F)F)F)F 2,6-di(pentafluorophenyl)phenol